disodium 4,5-dihydroxynaphthalene-2,7-disulfonate dihydrate O.O.OC1=CC(=CC2=CC(=CC(=C12)O)S(=O)(=O)[O-])S(=O)(=O)[O-].[Na+].[Na+]